trans-difluoro ethylene carbonate C(O)(O)=O.F/C=C/F